(4'-hydroxy-[1,1'-biphenyl]-4-yl)carbamic acid tert-butyl ester C(C)(C)(C)OC(NC1=CC=C(C=C1)C1=CC=C(C=C1)O)=O